1-(6-(4-(1,6-dimethyl-1H-indazol-7-yl)-7-methoxy-3-methyl-2-quinolinyl)-2,6-diazaspiro[3.4]octan-2-yl)-2-propen-1-one CN1N=CC2=CC=C(C(=C12)C1=C(C(=NC2=CC(=CC=C12)OC)N1CC2(CN(C2)C(C=C)=O)CC1)C)C